FC1([C@@H](CN2C(N(C=C21)C2=NOC1=C2C(=CC(=C1)COC)C1=C(C=C(C=C1F)F)F)=O)NS(=O)(=O)CC)F N-{(6R)-7,7-difluoro-2-[6-(methoxymethyl)-4-(2,4,6-trifluorophenyl)-1,2-benzoxazol-3-yl]-3-oxo-2,5,6,7-tetrahydro-3H-pyrrolo[1,2-c]imidazol-6-yl}ethanesulfonamide